ClC=1C=CC2=C(C(=NS2)CO)C1 (5-chlorobenzo[d]isothiazol-3-yl)methanol